1-cyclopropyl-3-(3-fluorophenyl)-1H-indazole-6-carboxylic acid C1(CC1)N1N=C(C2=CC=C(C=C12)C(=O)O)C1=CC(=CC=C1)F